4-Dicaffeoylquinic acid C1[C@@H](C([C@H](CC1(C(=O)O)O)O)OC(=O)/C=C/C2=CC(=C(C=C2)O)O)O